N1N=CC(=C1)C1=CC=C(O1)C(=O)NC=1C(=NNC1)C1=NC=CC=C1 5-(1H-pyrazol-4-yl)-N-(3-(pyridin-2-yl)-1H-pyrazol-4-yl)furan-2-carboxamide